4-(2-fluorobenzyl)-N-hydroxy-3,4-dihydro-2H-benzo[b][1,4]oxazine-6-carboxamide FC1=C(CN2C3=C(OCC2)C=CC(=C3)C(=O)NO)C=CC=C1